(2R,3R,4S,5S)-2-(4-Amino-5-isopropyl-7H-pyrrolo[2,3-d]pyrimidin-7-yl)-5-((((3-methyl-5-phenylisoxazol-4-yl)methyl)thio)methyl)tetrahydrofuran-3,4-diol NC=1C2=C(N=CN1)N(C=C2C(C)C)[C@@H]2O[C@@H]([C@H]([C@H]2O)O)CSCC=2C(=NOC2C2=CC=CC=C2)C